(S)-2-Amino-3-(1-bicyclo[1.1.1]pentanyl)propanoic acid N[C@H](C(=O)O)CC12CC(C1)C2